Tetradecyl-N,N-dimethyl-3-ammonio-1-propanesulfonate C(CCCCCCCCCCCCC)OS(=O)(=O)CCC[NH+](C)C